5-(4-amino-5-{[4-(trifluoromethyl)piperidin-1-yl]methyl}pyrrolo[2,1-f][1,2,4]triazin-7-yl)-2-chloro-N-[(3R,4S)-4-fluoro-1-(2-fluoro-2-methylpropanoyl)pyrrolidin-3-yl]benzamide NC1=NC=NN2C1=C(C=C2C=2C=CC(=C(C(=O)N[C@@H]1CN(C[C@@H]1F)C(C(C)(C)F)=O)C2)Cl)CN2CCC(CC2)C(F)(F)F